ethylenediaminetetraacetic acid-sodium salt [Na+].C(CN(CC(=O)[O-])CC(=O)[O-])N(CC(=O)[O-])CC(=O)[O-].[Na+].[Na+].[Na+]